chloro-2-[4-(2,4-dichlorophenylsulfonyl)-1-piperazinyl]benzothiazole-6-carboxylic acid ClC1=CC(=CC2=C1N=C(S2)N2CCN(CC2)S(=O)(=O)C2=C(C=C(C=C2)Cl)Cl)C(=O)O